C1=CC=NC(=C1)CCN The molecule is an aminoalkylpyridine that is pyridine substituted by a ethanamino group at position 2. It has a role as a metabolite and a histamine agonist. It is a primary amine and an aminoalkylpyridine. It derives from a pyridine.